C1=C2C=CC3=CC=C(C=C13)C(=O)OC2=O naphthalene-2,7-dicarboxylic anhydride